[C@H](C)(CC)[C@@H]1N(CC2=C(NC1=O)C=CC=C2)C(=O)C2=CC=C(C(=O)N)C=C2 4-((S)-3-((S)-sec-butyl)-2-oxo-2,3,4,5-tetrahydro-1H-benzo[e][1,4]diazepine-4-carbonyl)benzamide